BrC=1C=NC=2N(C1)N=CC2NC(OC(C)(C)C)=O tert-butyl (6-bromopyrazolo[1,5-a]pyrimidin-3-yl)carbamate